NC=1C2=C(N=CN1)C(=NC(=C2)N(C)CCOC)C=2C(=C(C=CC2C)O)C 3-(4-amino-6-((2-methoxyethyl)(methyl)amino)pyrido[3,4-d]pyrimidin-8-yl)-2,4-dimethylphenol